NC1=C2C(=NC=N1)N(N=C2C2=NOC(=C2C2=NC=CC=C2)C2CC2)C2CC(C2)C(=O)NCCOCCN (1s,3s)-3-{4-amino-3-[5-cyclopropyl-4-(pyridin-2-yl)-1,2-oxazol-3-yl]-1H-pyrazolo[3,4-d]pyrimidin-1-yl}-N-[2-(2-aminoethoxy)ethyl]cyclobutane-1-carboxamide